N-(6-chloro-1-(3-(3-hydroxyphenyl)prop-2-yn-1-yl)-3-methyl-2,4-dioxo-1,2,3,4-tetrahydropyrimidin-5-yl)-3-(3,4-difluorophenyl)propanamide ClC1=C(C(N(C(N1CC#CC1=CC(=CC=C1)O)=O)C)=O)NC(CCC1=CC(=C(C=C1)F)F)=O